FC1=C(C=CC=C1)CN[C@H](C(=O)O)CCC(C)(C)C (2S)-2-{[(2-fluorophenyl)methyl]amino}-5,5-dimethylhexanoic acid